OC(C)(C)C=1C=C(OC1C)S(=O)(N)=NC(NC1=C2CCC(C2=CC=2CCCC12)C)=O 4-(2-hydroxypropan-2-yl)-5-methyl-N'-((1-methyl-1,2,3,5,6,7-hexahydro-s-indacen-4-yl)carbamoyl)furan-2-sulfonimidamide